CC1=C(C(=CC=C1)C(C)C)NC(=O)OC(C(=O)OCC)CN1N=CC=C1 Ethyl 2-({[2-methyl-6-(propan-2-yl)phenyl]carbamoyl}oxy)-3-(1H-pyrazol-1-yl)propanoate